2-Chloro-4-(ethylamino)-6-(isopropylamino)-s-triazine ClC1=NC(=NC(=N1)NCC)NC(C)C